C(C)(=O)C=1C=C(C=C2C(N(C(=NC12)C1(CCOCC1)C)C)=O)F 8-acetyl-6-fluoro-3-methyl-2-(4-methyltetrahydro-2H-pyran-4-yl)quinazolin-4(3H)-one